C(CC)[SiH](O[Si](C)(C)O[SiH](C)C)O[SiH](C)C n-propyl-(dimethylsilyloxy)[(dimethylsiloxy)dimethylsiloxy]silane